N-((2-(4-methoxy-3,5-dimethylphenyl)thiazol-5-yl)methyl)-11-oxo-10,11-dihydrodibenzo[b,f][1,4]thiazepine-8-carboxamide 5,5-dioxide COC1=C(C=C(C=C1C)C=1SC(=CN1)CNC(=O)C1=CC2=C(S(C3=C(C(N2)=O)C=CC=C3)(=O)=O)C=C1)C